5-(2-(4-fluoro-2-methoxyphenoxy)-4-(perfluoroethyl)benzamido)picolinic acid FC1=CC(=C(OC2=C(C(=O)NC=3C=CC(=NC3)C(=O)O)C=CC(=C2)C(C(F)(F)F)(F)F)C=C1)OC